2-(4-((5,5-dimethyl-2-oxo-3-(p-tolyl)imidazolin-1-yl)methyl)-2,6-dimethylphenoxy)-2-methylpropionic acid ethyl ester C(C)OC(C(C)(C)OC1=C(C=C(C=C1C)CN1C(N(CC1(C)C)C1=CC=C(C=C1)C)=O)C)=O